C(C)(C)(C)OC(=O)N1CCC2(C[C@H](C[C@H]2NS(=O)C(C)(C)C)O[Si](C)(C)C(C)(C)C)CC1 (1R,3R)-3-[(tert-butyldimethylsilyl)oxy]-1-[(2-methylpropane-2-sulfinyl)amino]-8-azaspiro[4.5]decane-8-carboxylic acid tert-butyl ester